(2R,3R,4R)-3,4-bis(benzyloxy)-2-((benzyloxy)methyl)-5-(trifluoromethyl)-3,4-dihydro-2H-pyran C(C1=CC=CC=C1)O[C@H]1[C@H](OC=C([C@H]1OCC1=CC=CC=C1)C(F)(F)F)COCC1=CC=CC=C1